C(C=C)(=O)N1CCC(CC1)N1C(N(C=2C=NC=CC21)C2=CC=C(C=C2)OC2=CC=CC=C2)=O 1-(1-acryloylpiperidin-4-yl)-3-(4-phenoxyphenyl)-1H-imidazo[4,5-c]pyridin-2(3H)-one